4-[5-(2-aminoethyl)pyridin-2-yl]-3-(5-piperidin-1-ylpyridazin-3-yl)oxybenzonitrile NCCC=1C=CC(=NC1)C1=C(C=C(C#N)C=C1)OC=1N=NC=C(C1)N1CCCCC1